CC1=C(O\C(\C(=O)OC)=C/OC)C=C(C=C1)C1=CC=C(C=C1)F methyl (2Z)-2-[2-methyl-5-(4-fluorophenyl)phenoxy]-3-methoxy-2-propenoate